5-(4-methoxyphenyl)-2-amino-1,3,4-thiadiazole COC1=CC=C(C=C1)C1=NN=C(S1)N